FC(OC1=C(C=C(C=C1)C=1C(=NC(=NC1)NC=1C=NN(C1)C)NC=1C=C(C=CC1F)NC(C=C)=O)F)F N-(3-((5-(4-(difluoromethoxy)-3-fluorophenyl)-2-((1-methyl-1H-pyrazol-4-yl)amino)pyrimidin-4-yl)amino)-4-fluorophenyl)acrylamide